isoindolin-4-amine C1NCC=2C(=CC=CC12)N